C(C)(C)C1CCC(=CC1SC[C@H](N)C(=O)OCC)C ethyl S-(6-isopropyl-3-methylcyclohex-2-en-1-yl)-L-cysteinate